4-((2-((3-((S)-3-benzyl-6,9-dimethyl-4H,6H-thieno[2,3-e][1,2,4]triazolo[3,4-c][1,4]oxazepin-2-yl)prop-2-yn-1-yl)oxy)ethyl)amino)-2-(2,6-dioxopiperidin-3-yl)isoindoline-1,3-dione C(C1=CC=CC=C1)C1=C(SC=2N3C([C@@H](OCC21)C)=NN=C3C)C#CCOCCNC3=C2C(N(C(C2=CC=C3)=O)C3C(NC(CC3)=O)=O)=O